FC(C1=CC=C(C=C1)C1=CC(=NC=C1)\C=C/1\C(NC(S1)=O)=O)(F)F (Z)-5-((4-(4-(trifluoromethyl)phenyl)pyridin-2-yl)methylene)thiazolidine-2,4-dione